C(#N)[C@@]1(N(CC1)C(=O)C1=CC(=C2N1CCC1=CC(=C(C=C21)C(=O)NC2(CCC2)C#N)OC)C=2SC=CC2)C (R)-3-(2-cyano-2-methylazetidine-1-carbonyl)-N-(1-cyanocyclobutyl)-8-methoxy-1-(thiophen-2-yl)-5,6-dihydropyrrolo[2,1-a]isoquinoline-9-carboxamide